ClC1=NC=CC(=N1)C1=C(N=C(S1)C1=CC=C(C=C1)C1CCN(CC1)C(=O)OC(C)(C)C)C1=C(C(=CC=C1)NC(=O)OCC=C)F tert-butyl 4-{4-[5-(2-chloropyrimidin-4-yl)-4-(2-fluoro-3-{[(prop-2-en-1-yloxy)carbonyl]amino}phenyl)-1,3-thiazol-2-yl]phenyl}piperidine-1-carboxylate